(R)-2-fluoro-N-(8-methylisoquinolin-1-yl)-4-((4-phenylpyrimidin-2-yl)amino)-N-(piperidin-3-yl)benzamide FC1=C(C(=O)N([C@H]2CNCCC2)C2=NC=CC3=CC=CC(=C23)C)C=CC(=C1)NC1=NC=CC(=N1)C1=CC=CC=C1